tetramethyl-1,3-propanediamine CN(C)CCCN(C)C